ethyl (E)-2-(2-(cyclopropylmethyl)-1-(4-(N-((dimethylamino) methylene) sulfamoyl)-3-fluorobenzyl)-5-(3-(2-hydroxypropan-2-yl) phenyl)-1H-pyrrol-3-yl)-5-methylthiazole-4-carboxylate C1(CC1)CC=1N(C(=CC1C=1SC(=C(N1)C(=O)OCC)C)C1=CC(=CC=C1)C(C)(C)O)CC1=CC(=C(C=C1)S(/N=C/N(C)C)(=O)=O)F